ClC1=C(C=CC=C1Cl)C1=NNC2=NC(=CN=C21)N2CCC(CC2)(C)NCC=2C=C1CN(C(C1=CC2)=O)C2C(NC(CC2)=O)=O 3-(5-(((1-(3-(2,3-dichlorophenyl)-1H-pyrazolo[3,4-b]pyrazin-6-yl)-4-methylpiperidin-4-yl)amino)methyl)-1-oxoisoindolin-2-yl)piperidine-2,6-dione